C(C)N(C=1C=C(C=CC1)/C=C/C(=O)O)C1=NC2=CC=CC=C2C=C1 (E)-3-(3-(ethyl(quinolin-2-yl)amino)phenyl)acrylic acid